C[C@H]1[C@H]([C@H]([C@@H]([C@@H](O1)O[C@@H]2[C@H]([C@H]([C@H](O[C@H]2O[C@@H]3[C@H]([C@@H](O[C@@H]([C@H]3O)CO)O[C@H]4[C@H]([C@@H]([C@H](O[C@@H]4OC[C@@H]5[C@H]([C@@H]([C@@H]([C@@H](O5)O[C@@H]6[C@H](O[C@H]([C@@H]([C@H]6O)NC(=O)C)O[C@@H]7[C@H](O[C@H]([C@@H]([C@H]7O)NC(=O)C)O)CO)CO)O)O[C@@H]8[C@H]([C@H]([C@@H]([C@H](O8)CO)O)O)O[C@H]9[C@@H]([C@H]([C@@H]([C@H](O9)CO)O)O[C@H]1[C@@H]([C@H]([C@H]([C@H](O1)CO)O)O[C@@H]1[C@@H]([C@H]([C@H]([C@H](O1)CO)O)O)O)O[C@H]1[C@H]([C@@H]([C@@H]([C@@H](O1)C)O)O)O)NC(=O)C)O)CO)O)O)NC(=O)C)CO)O)O[C@@H]1[C@@H]([C@H]([C@H]([C@H](O1)CO)O)O)O)O)O)O The molecule is an amino oligosaccharide that is a tridecasaccharide derivative in which two pentasaccharide branches, each formed from alpha-D-galactosyl-(1->3)-[alpha-L-fucosyl-(1->2)]-beta-D-galactosyl-(1->3)-N-acetyl-beta-D-glucosaminyl-(1->2)-alpha-D-mannose, are linked (1->3) and (1->6) to the mannose residue of a trisaccharide chain consisting of mannose and two N-acetylglucosamine residues all linked beta(1->4) with a beta-configuration of the anomeric carbon of the N-acetylglucosamine residue at the reducing end. It has a role as an epitope. It is an amino oligosaccharide and a glucosamine oligosaccharide.